C[C@H](CCC=C(C)CO)[C@H]1CC[C@@H]2[C@@]1(CC[C@H]3[C@H]2CCC4[C@@]3(CCCC4)C)C 24-cholestenol